6-[8-[(4-fluoro-1-methyl-6,7-dihydro-5H-cyclopenta[c]pyridin-6-yl)methyl]-6-(hydroxymethyl)-2-oxo-1-oxa-3,8-diazaspiro[4.5]decan-3-yl]-4H-pyrido[3,2-b][1,4]oxazin-3-one FC=1C2=C(C(=NC1)C)CC(C2)CN2CC(C1(CN(C(O1)=O)C=1C=CC=3OCC(NC3N1)=O)CC2)CO